N1=NC(=C2N1N=CC=C2)C(=O)OCC ethyl [1,2,3]triazolo[1,5-b]pyridazine-3-carboxylate